COC1=NC=C(C2=C1N=C(S2)NC(=O)N2C[C@H](CC2)CN)C2=CC=CC=C2 (R)-3-Aminomethylpyrrolidine-1-carboxylic acid (4-methoxy-7-phenylthiazolo[4,5-c]pyridin-2-yl)-amide